(2E)-2-Ethyl cyano-3-ethoxyacrylate C(#N)/C(/C(=O)OCC)=C\OCC